FC(CCC1=C(NC=C1C(=O)O)C(C)C)(F)F 3-(3,3,3-trifluoropropyl)iso-propylAzole-4-carboxylic acid